ClC1=C(C=CC=C1C1=NN(C=C1)C)SC1=NC=C(C=N1)I 2-((2-chloro-3-(1-methyl-1H-pyrazole-3-yl)phenyl)mercapto)-5-iodopyrimidine